C(C)[C@@](CCOCCOCCOCCNC(OC(C)(C)C)=O)(C(=O)OCC)NC(C1=NC(=C(C=C1)N1CC(C1)OC)OC[C@@H]1[C@H](C1)CO)=O Ethyl (R)-17-ethyl-17-(6-(((1S,2S)-2-(hydroxymethyl)cyclopropyl)methoxy)-5-(3-methoxyazetidin-1-yl)picolinamido)-2,2-dimethyl-4-oxo-3,8,11,14-tetraoxa-5-azaoctadecan-18-oate